ClC1=CC=C(C=C1)C=1C2=C(NC([C@@H](N1)[C@H](C(=O)OC)CC)=O)SC(=C2C)C Methyl (R)-2-((S)-5-(4-chlorophenyl)-6,7-dimethyl-2-oxo-2,3-dihydro-1H-thieno[2,3-e][1,4]diazepin-3-yl)butanoate